3,5-difluoro-N-(5-chloroquinolin-8-yl)picolinamide FC=1C(=NC=C(C1)F)C(=O)NC=1C=CC(=C2C=CC=NC12)Cl